C(CC(O)(C(=O)O)CC(=O)O)(=O)O.C(\C=C/C(=O)O)(=O)O maleic acid citrate